BrC1=CC(=C2C(=NC=NC2=C1)NC=1C(=C2C=CC=NC2=CC1)F)O[C@H]1CN(CCC1)C (R)-7-bromo-N-(5-fluoroquinolin-6-yl)-5-((1-methylpiperidin-3-yl)oxy)quinazolin-4-amine